[Si](C)(C)(C(C)(C)C)O[C@H]1[C@@H](OC(=C1)C(O)=O)N1C(=O)NC(=O)C=C1 2'-O-(tert-Butyldimethylsilyl)-3'-deoxy-3',4'-didehydrouridine-5'-aldehyde